P(O[C@H](C(=O)NC)CC1=CC=C(C=C1)Br)([O-])(=O)N (4-bromophenyl)((S)-1-(methylamino)-1-oxopropan-2-yl) phosphoramidate